BrOC=1C(NC(N([C@H]2[C@H](O)[C@H](O)[C@@H](CO)O2)C1)=O)=O 5-bromooxyuridine